6-hydroxy-4-({2-[4-(methylsulfonamido)phenyl]thiazol-5-yl}methyl)-5-oxo-4,5-dihydrothieno[3,2-b]pyridine-7-carboxylic acid OC1=C(C2=C(N(C1=O)CC1=CN=C(S1)C1=CC=C(C=C1)NS(=O)(=O)C)C=CS2)C(=O)O